phenyl-1,3-oxazolidin-5-yl-2-thiophene-carboxamide C1(=CC=CC=C1)C=1C(=C(SC1)C(=O)N)C1CNCO1